4-chloro-5-methoxy-2-(4-(methylsulfonyl)phenyl)pyrimidine ClC1=NC(=NC=C1OC)C1=CC=C(C=C1)S(=O)(=O)C